O\N=C(\C1=CC=C(C=C1)C=1NC(C2=C(N1)CCSC2)=O)/N (Z)-N'-hydroxy-4-(4-oxo-3,5,7,8-tetrahydro-4H-thiopyrano[4,3-d]pyrimidin-2-yl)benzimidamide